4-chloro-3,5-xylyl-ethanol ClC1=C(C=C(C=C1C)C(C)O)C